CC1=C(C(=CC=C1)C)C=1C(=CC(=CC1)C#N)C1=C(C=CC=C1C)C 2,2'',6,6''-tetramethyl-[1,1':2',1''-terphenyl]-4'-carbonitrile